oleylammonium selenocarbamate C(N)([O-])=[Se].C(CCCCCCC\C=C/CCCCCCCC)[NH3+]